C(C1=CC=CC=C1)OC(=O)N1CCC(CC1)N1C=C(C(=CC1=O)NN)C(=O)O 1-{1-[(benzyloxy)carbonyl]piperidin-4-yl}-4-hydrazinyl-6-oxo-1,6-dihydropyridine-3-carboxylic acid